trans-1-Methyl-3,4-bis((((Z)-octadec-9-en-1-yl)oxy)methyl)pyrrolidine CN1C[C@H]([C@@H](C1)COCCCCCCCC\C=C/CCCCCCCC)COCCCCCCCC\C=C/CCCCCCCC